(R)-4-(3-(3-aminopiperidine-1-carbonyl)-1-(4-cyclopropylphenyl)-1H-pyrazol-5-yl)benzonitrile N[C@H]1CN(CCC1)C(=O)C1=NN(C(=C1)C1=CC=C(C#N)C=C1)C1=CC=C(C=C1)C1CC1